ClC1=CC=C(N=N1)NCC1CCC2CN(CC21)C(=O)OC(C)(C)C tert-Butyl 4-[[(6-chloropyridazin-3-yl)amino]methyl]-3,3a,4,5,6,6a-hexahydro-1H-cyclopenta[c]pyrrole-2-carboxylate